C1(CCCC1)C1=C2C(=NC=C1)C(=C(S2)C2=NC(=NC=C2F)NC2=NC=C(C=C2)CN2CCN(CC2)CC)C 4-(7-Cyclopentyl-3-methylthieno[3,2-b]pyridin-2-yl)-N-(5-((4-ethylpiperazin-1-yl)methyl)pyridin-2-yl)-5-fluoropyrimidin-2-amine